C(C)(C)(C)N1CCC(CC1)N1C2=C(NC(C1=O)=O)C=C(C(=N2)C)Cl tert-Butyl-4-(7-chloro-6-methyl-2,3-dioxo-2,3-dihydropyrido[2,3-b]pyrazin-4(1H)-yl)piperidin